1-[3-acetyl-6-[5-[(5-methyl-1,3,4-oxadiazol-2-yl)amino]benzimidazol-1-yl]-2-pyridyl]-5-methyl-pyrazole-3-carbonitrile C(C)(=O)C=1C(=NC(=CC1)N1C=NC2=C1C=CC(=C2)NC=2OC(=NN2)C)N2N=C(C=C2C)C#N